1-Tert-butyl N-[4-[[4-[2-[4-(2,4-dioxohexahydropyrimidin-1-yl)-7-isoquinolyl]ethynyl]-1-piperidyl]methyl]cyclohexyl]carbamate O=C1N(CCC(N1)=O)C1=CN=CC2=CC(=CC=C12)C#CC1CCN(CC1)CC1CCC(CC1)NC(OC(C)(C)C)=O